2-(1-methylhydrazino)pyrimidine CN(N)C1=NC=CC=N1